(4,4-difluoropiperidin-1-yl)(1-(3-(4-(tetrahydro-2H-pyran-2-yl)-4H-1,2,4-triazol-3-yl)phenyl)-1H-pyrazolo[3,4-b]pyridin-5-yl)methanone FC1(CCN(CC1)C(=O)C=1C=C2C(=NC1)N(N=C2)C2=CC(=CC=C2)C2=NN=CN2C2OCCCC2)F